FC(C(=O)N1CC2(C1)CC(C2)=O)=C 2-(2-fluoroacryloyl)-2-azaspiro[3.3]heptan-6-one